[In]=[Se].[Cu] copper indium selenide